C(C)OC1=CC=C(C=C1)C=1C(=NN2C1N=C(C=C2C=2C=NNC2)N2CC1=CC=CC=C1C2)C(=O)N (4-ethoxyphenyl)-5-(isoindolin-2-yl)-7-(1H-pyrazol-4-yl)pyrazolo[1,5-a]pyrimidine-2-carboxamide